4-(2-methoxy-4-methylphenyl)-5-Methylphthalazin-1(2H)-one COC1=C(C=CC(=C1)C)C1=NNC(C2=CC=CC(=C12)C)=O